methyl 3-amino-6-chloro-2-methoxy-pyridine-4-carboxylate NC=1C(=NC(=CC1C(=O)OC)Cl)OC